2-[1-(4-methoxyphenyl)-1H-pyrazol-3-yl]-N-[5-(trifluoromethyl)-1,3-thiazol-2-yl]acetamide COC1=CC=C(C=C1)N1N=C(C=C1)CC(=O)NC=1SC(=CN1)C(F)(F)F